ethyl 1-bromo-6-methyl-imidazo[1,5-a]pyrazine-3-carboxylate BrC=1N=C(N2C1C=NC(=C2)C)C(=O)OCC